1-[2-chloro-4-[[5-(2,3-difluoro-4-methoxy-phenyl)-1-methyl-imidazole-2-carbonyl]amino]benzoyl]-N-(4-pyridylmethyl)piperidine-4-carboxamide ClC1=C(C(=O)N2CCC(CC2)C(=O)NCC2=CC=NC=C2)C=CC(=C1)NC(=O)C=1N(C(=CN1)C1=C(C(=C(C=C1)OC)F)F)C